(1-methyl-1H-1,2,3-triazol-4-yl)acetic acid CN1N=NC(=C1)CC(=O)O